[3-(tert-butyl-diphenyl-silyloxy)-2,2-difluoro-propyl]-[2-(5-fluoro-1H-indol-3-yl)-1-methyl-ethyl]-amine C(C)(C)(C)[Si](OCC(CNC(CC1=CNC2=CC=C(C=C12)F)C)(F)F)(C1=CC=CC=C1)C1=CC=CC=C1